7,8-dichloro-2-((3,5-difluorophenyl)amino)quinazolin-4(3H)-one ClC1=CC=C2C(NC(=NC2=C1Cl)NC1=CC(=CC(=C1)F)F)=O